N1C=NC=C1CC(=O)O 2-(1H-imidazol-5-yl)acetic acid